tert-butyl (3-bromo-5-iodophenyl)carbamate BrC=1C=C(C=C(C1)I)NC(OC(C)(C)C)=O